4-methyl-6-methylthio-1,3,5-triazin-2-amine CC1=NC(=NC(=N1)SC)N